5-methoxy-3-methyl-2-(2-morpholino-[1,2,4]triazolo[1,5-a]pyrimidin-5-yl)phenol COC=1C=C(C(=C(C1)O)C1=NC=2N(C=C1)N=C(N2)N2CCOCC2)C